C(C)SC(CN1C(N(C(C1(C)C)=O)C=1C=NC(=C(C1)C(F)(F)F)C#N)=S)=O 2-[3-[6-cyano-5-(trifluoromethyl)pyridin-3-yl]-5,5-dimethyl-4-oxo-2-thioxo-imidazolidin-1-yl]thioacetic acid S-ethyl ester